ClC=1C=CC2=C(CC(CC=3N2C(=NN3)[C@@H]3CC[C@H](CC3)OC3=NC=CC=C3)N(C(C)C)C)C1 8-chloro-N-methyl-N-(prop-2-yl)-1-[trans-4-(pyridin-2-yloxy)cyclohexyl]-5,6-dihydro-4H-[1,2,4]triazolo[4,3-a][1]benzazepin-5-amine